di-t-butyl pentanedioate C(CCCC(=O)OC(C)(C)C)(=O)OC(C)(C)C